(S)-N-((S)-1-(4-chloropyridin-2-yl)but-3-en-1-yl)-2-methylpropane-2-sulfinamide ClC1=CC(=NC=C1)[C@H](CC=C)N[S@@](=O)C(C)(C)C